C(C)(=O)N1CCC2(CC[C@H]2NC(=O)NC2=NC=C(C(=C2)C2=C3N(N=C2)CC(C3)(C)C)Cl)CC1 (R)-1-(7-acetyl-7-azaspiro[3.5]non-1-yl)-3-(5-chloro-4-(5,5-dimethyl-5,6-dihydro-4H-pyrrolo[1,2-b]pyrazol-3-yl)pyridin-2-yl)urea